(E)-N-(2-butoxyphenyl)-3-(4-(difluoromethoxy)phenyl)-N-methylacrylamide C(CCC)OC1=C(C=CC=C1)N(C(\C=C\C1=CC=C(C=C1)OC(F)F)=O)C